N-(3-((2-((1-methyl-1H-pyrazol-4-yl)amino)-5-(phenylsulfonamido)pyrimidin-4-yl)amino)phenyl)acrylamide CN1N=CC(=C1)NC1=NC=C(C(=N1)NC=1C=C(C=CC1)NC(C=C)=O)NS(=O)(=O)C1=CC=CC=C1